(1-Ethyl-2,3,4,5-tetramethylcyclopentadienyl)(2-isopropylindenyl)zirconium dibromide [Br-].[Br-].C(C)C1(C(=C(C(=C1C)C)C)C)[Zr+2]C1C(=CC2=CC=CC=C12)C(C)C